IC1=CC=C(C=C1)CC(=O)OC(C)(C)C tert-Butyl 2-(4-iodophenyl)acetate